CC1(O[C@@H]2[C@H](O1)CO[C@H]2CO)C ((3aS,4S,6aR)-2,2-dimethyltetrahydrofuro[3,4-d][1,3]dioxol-4-yl)methanol